FC1=C2C(C=C(NC2=CC(=C1C=1C=NC(=CC1)C)F)C=1C=C(C#N)C=CC1S(=O)(=O)C)=O 3-(5,7-difluoro-6-(6-methylpyridin-3-yl)-4-oxo-1,4-dihydroquinolin-2-yl)-4-(methylsulfonyl)benzonitrile